FC1=C(C=CC(=N1)C(=O)NC([2H])([2H])[2H])N1CCN(CC1)C[C@@H]1CC=2NC(C(=NC2CC1)C)=O (S)-6-fluoro-N-(methyl-d3)-5-(4-((2-methyl-3-oxo-3,4,5,6,7,8-hexahydroquinoxalin-6-yl)methyl)piperazin-1-yl)picolinamide